S-acetyl thioglycolate C(CO)(=O)SC(C)=O